((1r,3R)-3-hydroxy-3-methylcyclobutyl)acetamide OC1(CC(C1)CC(=O)N)C